FC1=C(C=C(C=C1)O)C(C)=O 1-(2-fluoro-5-hydroxyphenyl)ethanone